FC=1C=C(C=C(C1)F)C1=NO[C@](C1)(C(=O)N[C@H]1C=C[C@H](C1)C(=O)OC)C=C methyl cis-4-[[(5S)-3-(3,5-difluorophenyl)-5-vinyl-4H-isoxazole-5-carbonyl]-amino]cyclopent-2-ene-1-carboxylate